31-methyltritriacontyl oleate C(CCCCCCC\C=C/CCCCCCCC)(=O)OCCCCCCCCCCCCCCCCCCCCCCCCCCCCCCC(CC)C